CC(C=CCC=C)=CCC=C(C)C 6,10-dimethylundec-1,4,6,9-tetraene